2-{3-[(3S)-3-(propan-2-yl)piperazin-1-yl]-1,2,4-triazin-6-yl}-5-(pyrazolo[1,5-a]pyrimidin-3-yl)phenol trifluoroacetate FC(C(=O)O)(F)F.CC(C)[C@H]1CN(CCN1)C=1N=NC(=CN1)C1=C(C=C(C=C1)C=1C=NN2C1N=CC=C2)O